3-chlorobenzyl ((S)-1-(((S)-5-((3-chlorophenethyl)(methyl)amino)-1,5-dioxopentan-2-yl)amino)-3-cyclohexyl-1-oxopropan-2-yl)carbamate ClC=1C=C(CCN(C(CC[C@@H](C=O)NC([C@H](CC2CCCCC2)NC(OCC2=CC(=CC=C2)Cl)=O)=O)=O)C)C=CC1